C(C)OC1=C(C=C(C=C1)NC1(CCC1)C(=O)O)C=1NC(C2=C(N1)C(=NN2C)CCC)=O 1-((4-ethoxy-3-(1-methyl-7-oxo-3-propyl-6,7-dihydro-1H-pyrazolo[4,3-d]pyrimidin-5-yl)phenyl)amino)cyclobutane-1-carboxylic acid